COC1=CC=C(OCCOCCOC2=CC=C(C=C2)OC)C=C1 1,5-bis(4-methoxyphenoxy)-3-oxapentane